6-amino-3-azabicyclo[3.1.0]Hexane-3-carboxylic acid tert-butyl ester hydrochloride Cl.C(C)(C)(C)OC(=O)N1CC2C(C2C1)N